6-(3-(2-(1-(pyrimidin-5-yl)cyclobutoxy)acetyl)-3,8-diazabicyclo[3.2.1]octan-8-yl)nicotinonitrile N1=CN=CC(=C1)C1(CCC1)OCC(=O)N1CC2CCC(C1)N2C2=NC=C(C#N)C=C2